2-(((7-Fluoroquinolin-6-yl)methyl)amino)-5-((imidazo[1,2-a]pyridin-8-ylmethyl)-amino)cyclohexan-1-ol, dihydrochloride Cl.Cl.FC1=C(C=C2C=CC=NC2=C1)CNC1C(CC(CC1)NCC=1C=2N(C=CC1)C=CN2)O